3-methyl-9H-carbazol CC=1C=CC=2NC3=CC=CC=C3C2C1